2-[3-[3-[tert-butyl(diphenyl)silyl]oxy-4-piperidyl]pyrido[2,3-b]pyrazin-6-yl]-3,5-dimethyl-phenol [Si](C1=CC=CC=C1)(C1=CC=CC=C1)(C(C)(C)C)OC1CNCCC1C1=CN=C2C(=N1)N=C(C=C2)C2=C(C=C(C=C2C)C)O